COC1=CC=2N(N=C1OC(C)C1=NC=3CCN(CC3C=C1)C(=O)OC(C)(C)C)C(=NN2)C2=NOC(=C2)C tert-butyl 2-(1-((7-methoxy-3-(5-methylisoxazol-3-yl)-[1,2,4]triazolo[4,3-b]pyridazin-6-yl) oxy) ethyl)-7,8-dihydro-1,6-naphthyridine-6(5H)-carboxylate